(2,6-Dichloropyridin-4-yl)methyl (R)-3-amino-3-phenylpropanoate hydrochloride Cl.N[C@H](CC(=O)OCC1=CC(=NC(=C1)Cl)Cl)C1=CC=CC=C1